IC1=CC(=C(C=C1)N1CCCCC1)[N+](=O)[O-] 1-(4-iodo-2-nitrophenyl)piperidine